azetidin-1-yl-(4-bromophenyl)methanone N1(CCC1)C(=O)C1=CC=C(C=C1)Br